(R)-5-(4-(azetidin-2-ylmethoxy)-1-methyl-1H-pyrazol-5-yl)-N-(2,6-dimethylpyrimidin-4-yl)pyrazolo[1,5-a]pyridin-2-amine N1[C@H](CC1)COC=1C=NN(C1C1=CC=2N(C=C1)N=C(C2)NC2=NC(=NC(=C2)C)C)C